C(C)(C)(C)OC(=O)N1[C@H](CCC1)[C@H]([C@@H](C1=CC=CC=C1)C1=C(C=CC=C1)F)OS(=O)(=O)C (R)-2-((1S,2S)-2-(2-fluorophenyl)-1-((methylsulfonyl)oxy)-2-phenylethyl)pyrrolidine-1-carboxylic acid tert-butyl ester